4-((R)-10-Acryloyl-2-fluoro-14-oxo-8,8a,9,10,11,12-hexahydro-7H,14H-pyrazino[1',2':5,6][1,5]diazocino[3,2,1-hi]indazol-3-yl)-2-amino-7-fluorobenzo[b]thiophene-3-carbonitrile C(C=C)(=O)N1C[C@@H]2N(C(C=3C=C(C(=C4C=NN(C34)CC2)C2=CC=C(C=3SC(=C(C32)C#N)N)F)F)=O)CC1